1-benzyl-1H-imidazolate C(C1=CC=CC=C1)N1C(=NC=C1)C(=O)[O-]